(R)-N1-(4-fluorophenyl)-3-phenylpropane-1,2-diamine FC1=CC=C(C=C1)NC[C@@H](CC1=CC=CC=C1)N